lithium bis(trifluoromethanesulfonic acid) FC(S(=O)(=O)O)(F)F.FC(S(=O)(=O)O)(F)F.[Li]